Ethyl 2-(trans-4-((4-(1-isopropyl-2H-pyrazol-4-yl)pyridin-2-yl)((trans-4-(5-methoxy-6-methylpyridin-2-yl)cyclohexyl)methyl)carbamoyl)cyclohexyl)acetate C(C)(C)N1NCC(=C1)C1=CC(=NC=C1)N(C(=O)[C@@H]1CC[C@H](CC1)CC(=O)OCC)C[C@@H]1CC[C@H](CC1)C1=NC(=C(C=C1)OC)C